dimethyl-3-azabicyclo[3.1.0]hexane CC1C2(CC2CN1)C